tin(Ii) oxide [Sn]=O